O=C1NC(CCC1C1=CC(=C(C=C1)N1CCC(CC1)CN1CCC2(CC2NC(OCC2=CC=CC=C2)=O)CC1)F)=O benzyl (6-((1-(4-(2,6-dioxopiperidin-3-yl)-2-fluorophenyl)piperidin-4-yl)methyl)-6-azaspiro[2.5]octan-1-yl)carbamate